ClC1=C(C=CC=C1)N1C(N=C(C2=CC=C(C=C12)OC(F)(F)F)NC1CC1)=O 1-(2-Chlorophenyl)-4-(cyclopropylamino)-7-(trifluoromethoxy)quinazolin-2(1H)-one